[Cl-].C(C1=CC=CC=C1)N1CSC=C1CC 3-benzyl-4-ethylthiazole chloride